C(C=C)CN(C(C(N(C)C)(Br)Br)(Br)Br)C allyl-tetrabromotetramethyl-ethylenediamine